diamino-1,1'-biphenyl-3,3'-dicarboxylic acid NC1=C(C(=C(C=C1)C1=CC(=CC=C1)C(=O)O)N)C(=O)O